5-methylsulfonyl-pyridine-3-nitrile CS(=O)(=O)C=1C=C(C=NC1)C#N